C(C)(C)N1C(C=CC(=C1)C1=NC(=NC=C1)NC1=NC=C(C=C1)N1CCOCC1)=O isopropyl-5-(2-(5-morpholinopyridin-2-yl)aminopyrimidin-4-yl)-pyridin-2(1H)-one